[F].C(C1=CC=CC=C1)Cl benzyl chloride fluorine